C(#N)C1=CNC2=C(C=CC(=C12)C)NS(=O)(=O)C=1C=NN(C1)C(CO)(C)C N-(3-cyano-4-methyl-1H-indol-7-yl)-1-(2-hydroxy-1,1-dimethyl-ethyl)pyrazole-4-sulfonamide